6-{8-[(2-cyano-2-methylideneethyl)amino]-7-methoxynaphthalen-2-yl}-N-[(2S)-2-hydroxypropyl]pyridine-2-carboxamide C(#N)C(CNC=1C(=CC=C2C=CC(=CC12)C1=CC=CC(=N1)C(=O)NC[C@H](C)O)OC)=C